The molecule is a hydrochloride obtained by combining Hoffman's violet free base with one molar equivalent of hydrogen chloride. A specific stain for animal chromosomes. It has a role as a fluorochrome and a histological dye. CCNC1=CC=C(C=C1)C(=C2C=CC(=NCC)C(=C2)C)C3=CC=C(C=C3)NCC.Cl